ClC=1N=C(C2=C(N1)N(C=C2C#N)COCC[Si](C)(C)C)Cl 2,4-dichloro-7-((2-(trimethylsilyl)ethoxy)methyl)-7H-pyrrolo[2,3-d]pyrimidine-5-carbonitrile